trans-N-((trans-4-(6-Cyano-5-methoxypyridin-2-yl)cyclohexyl)methyl)-4-hydroxy-N-(3-(1-isopropyl-1H-pyrazol-4-yl)phenyl)cyclohexanecarboxamide C(#N)C1=C(C=CC(=N1)[C@@H]1CC[C@H](CC1)CN(C(=O)[C@@H]1CC[C@H](CC1)O)C1=CC(=CC=C1)C=1C=NN(C1)C(C)C)OC